6-methyl-anthranilate CC=1C=CC=C(C1C(=O)[O-])N